N-(2-carbamoyl-4,6-dichloro-phenyl)-2-(3-chloro-2-pyridyl)-5-[[5-[4-(trifluoromethyl)phenyl]tetrazol-2-yl]methyl]pyrazole-3-carboxamide C(N)(=O)C1=C(C(=CC(=C1)Cl)Cl)NC(=O)C=1N(N=C(C1)CN1N=C(N=N1)C1=CC=C(C=C1)C(F)(F)F)C1=NC=CC=C1Cl